methyl ({5-[1-(2,6-difluoro-4-methoxyphenyl)-1H-pyrazol-3-yl]-2-methylphenyl}methyl)carbamate FC1=C(C(=CC(=C1)OC)F)N1N=C(C=C1)C=1C=CC(=C(C1)CNC(OC)=O)C